C(C)NC(=O)C1=CN=C2N1N=C(C=C2)N2[C@H](C[C@@H](C2)F)C2=C(C=CC(=C2)F)SC N-ethyl-6-[(2R,4S)-4-fluoro-2-[5-fluoro-2-(methylsulfanyl)phenyl]pyrrolidin-1-yl]imidazo[1,2-b]pyridazine-3-carboxamide